BrC=1C=C(C=C(C1N[C@@H](CO)CC1CCC(CC1)O)[N+](=O)[O-])S(=O)(=O)N (R)-3-bromo-4-((1-hydroxy-3-(4-hydroxycyclohexyl)propan-2-yl)amino)-5-nitrobenzenesulfonamide